tert-Butyl 3-(3-ethoxy-3-oxoprop-1-en-1-yl)-3-fluoroazetidine-1-carboxylate C(C)OC(C=CC1(CN(C1)C(=O)OC(C)(C)C)F)=O